7-{[7-(9-fluoro-1-octylnonylcarbonyloxy)heptyl](4-hydroxybutyl)amino}heptyl 10-methyl-undecanoate CC(CCCCCCCCC(=O)OCCCCCCCN(CCCCO)CCCCCCCOC(=O)C(CCCCCCCCF)CCCCCCCC)C